CC1=NC=CC=C1C1=C2CNC(C2=CC=C1)=O 4-(2-methylpyridin-3-yl)isoindolin-1-one